[K].[Na] sodium kalium